2-((6-fluoro-2-(2-methoxy-7-methylquinoxalin-5-yl)benzofuran-5-yl)oxy)ethyl (2-methylpyridin-4-yl)carbamate CC1=NC=CC(=C1)NC(OCCOC=1C(=CC2=C(C=C(O2)C2=C3N=CC(=NC3=CC(=C2)C)OC)C1)F)=O